Cl.C(C)(C)(C)C1=NC(=NO1)C(=O)NCC1=C(C=C(C=C1)C1=NC=NN2C1=CC(=C2)C2=NC=CC=N2)C 5-(tert-butyl)-N-(2-methyl-4-(6-(pyrimidin-2-yl)pyrrolo[2,1-f][1,2,4]triazin-4-yl)benzyl)-1,2,4-oxadiazole-3-carboxamide hydrochloride